methanesulphonamide sulphate salt S(=O)(=O)(O)O.CS(=O)(=O)N